The molecule is an anthracene compound derived by the substitution of -OH groups for hydrogen at C-1 and C-8, and with an oxo group at C-9. It has a role as an antipsoriatic. It derives from an anthrone. It is a tautomer of an anthracene-1,8,9-triol. C1C2=C(C(=CC=C2)O)C(=O)C3=C1C=CC=C3O